(E)-2-(3-(2-oxo-1-phenylindolin-3-ylidene)propyl)benzoic acid O=C\1N(C2=CC=CC=C2/C1=C\CCC1=C(C(=O)O)C=CC=C1)C1=CC=CC=C1